NC=1SC(=C(N1)C(=O)OCC)CCCOC1=C(C=C(C=C1)C#CCN(C)C)F ethyl 2-amino-5-(3-{4-[3-(dimethylamino)prop-1-yn-1-yl]-2-fluorophenoxy}propyl)-1,3-thiazole-4-carboxylate